BrC=1C=CC(=C2C=CC(=NC12)Cl)C 8-bromo-2-chloro-5-methylquinoline